5-ethynyl-6-fluoro-4-(8-fluoro-2-(((2R,7aS)-2-fluorotetrahydro-1H-pyrrolizin-7a(5H)-yl)methoxy)-4-(6-methyl-1,4-oxazepan-4-yl)pyrido[4,3-d]pyrimidin-7-yl)naphthalen-2-ol C(#C)C1=C2C(=CC(=CC2=CC=C1F)O)C1=C(C=2N=C(N=C(C2C=N1)N1CCOCC(C1)C)OC[C@]12CCCN2C[C@@H](C1)F)F